BrC=1C(N(C(=CC1OCC1=C(C=C(C=C1)F)F)C)CC1=CC=C(C(=O)N2CCN(CC2)C(=O)N)C=C1)=O 4-(4-{[3-bromo-4-[(2,4-difluorobenzyl)oxy]-6-methyl-2-oxopyridin-1(2H)-yl]methyl}benzoyl)piperazine-1-carboxamide